FC(CC(C1=CC=C(C=C1)OC)C1=C(NC=2N(C1=O)N=C(C2N2CCCCC2)C2=CC=CC=C2)C)F 6-(3,3-difluoro-1-(4-methoxyphenyl)propyl)-5-methyl-2-phenyl-3-(piperidin-1-yl)pyrazolo[1,5-a]pyrimidin-7(4H)-one